(6aR,9R)-9-(diethylcarbamoyl)-7-propyl-4,6,6a,7,8,9-hexahydroindolo[4,3-fg]quinolin-7-ium acetate C(C)(=O)[O-].C(C)N(C(=O)[C@H]1C[NH+]([C@@H]2CC=3C4=C(C2=C1)C=CC=C4NC3)CCC)CC